N1(CCC1)C1=NN(N=C1)CC(=O)OC(C)(C)C tert-butyl 2-(4-(azetidin-1-yl)-2H-1,2,3-triazol-2-yl)acetate